1-((3-(3-chloro-5a,6,8,9-tetrahydropyrido[3',2':4,5]imidazo[1,2-a]pyrazin-7(5H)-yl)-2-hydroxy-3-oxopropoxy)methyl)isoindolin ClC1=CC=2NC3N(CCN(C3)C(C(COCC3NCC4=CC=CC=C34)O)=O)C2N=C1